Methyl 2-chloro-5-methyl-6,7-dihydro-5H-cyclopenta[b]pyridine-3-carboxylate Methyl-5-methyl-2-oxo-2,5,6,7-tetrahydro-1H-cyclopenta[b]pyridine-3-carboxylate COC(=O)C1=CC2=C(NC1=O)CCC2C.ClC2=C(C=C1C(=N2)CCC1C)C(=O)OC